1-[2-(naphthalen-1-ylmethyl)-4-(trimethoxysilyl)butyl]-1H-imidazole 2-hydroxybenzoate (amyl-salicylate) C(CCCC)OC=1C(C(=O)O)=CC=CC1.OC1=C(C(=O)O)C=CC=C1.C1(=CC=CC2=CC=CC=C12)CC(CN1C=NC=C1)CC[Si](OC)(OC)OC